OC=1C(C=CC=C(C1)OC1COC1)=O 2-hydroxy-4-(oxetan-3-yloxy)cyclohepta-2,4,6-trien-1-one